methyl 4-(benzyloxy)-3-nitrobenzoate C(C1=CC=CC=C1)OC1=C(C=C(C(=O)OC)C=C1)[N+](=O)[O-]